C(C)(C)(C)NC(=O)C1=NC(=CC=C1OC(C)C)NC1=CC(=NC(=C1)F)F N-tert-butyl-6-[(2,6-difluoro-4-pyridyl)amino]-3-isopropoxy-pyridine-2-carboxamide